(R)-4-benzyl-2-oxazolidinone C(C1=CC=CC=C1)[C@H]1NC(OC1)=O